ClC1=CN=C2N1C=C(C=C2)S(=O)(=O)Cl 3-chloroimidazo[1,2-a]pyridine-6-sulfonyl chloride